N-(5-((2-(2-hydroxypropan-2-yl)phenyl)ethynyl)-8-(methylamino)-2,7-naphthyridin-3-yl)cyclopropanecarboxamide OC(C)(C)C1=C(C=CC=C1)C#CC1=C2C=C(N=CC2=C(N=C1)NC)NC(=O)C1CC1